N-octylbutane-1,4-diamine C(CCCCCCC)NCCCCN